ClC=1C=C2C(=NC(=NC2=CC1)C)N1CC=2C=C(C=NC2CC1)C1=C(C=NN1C)C 6-chloro-4-(3-(1,4-dimethyl-1H-pyrazol-5-yl)-7,8-dihydro-1,6-naphthyridin-6(5H)-yl)-2-methylquinazoline